(2-(dinonylamino)ethyl)(nonylamino)ethan-1-ol C(CCCCCCCC)N(CCC(C)(O)NCCCCCCCCC)CCCCCCCCC